CN1C(=NC=2C(=NC(=CC21)C2=CC=C(CNC1CCN(CC1)C(=O)C1=C(C=CC=C1)C)C=C2)C)C2=CC=C(C=C2)S(=O)(=O)C (4-((4-(1,4-dimethyl-2-(4-(methylsulfonyl)phenyl)-1H-imidazo[4,5-c]pyridin-6-yl)benzyl)amino)piperidin-1-yl)(o-tolyl)methanone